(S)-ethyl 8-(2-amino-6-((R)-1-(3'-cyano-3-(3-methyl-1H-pyrazol-1-yl)-[1,1'-biphenyl]-4-yl)-2,2,2-trifluoroethoxy)pyrimidin-4-yl)-2,8-diazaspiro[4.5]decane-3-carboxylate NC1=NC(=CC(=N1)N1CCC2(C[C@H](NC2)C(=O)OCC)CC1)O[C@@H](C(F)(F)F)C1=C(C=C(C=C1)C1=CC(=CC=C1)C#N)N1N=C(C=C1)C